3-Acetyl-5-Ethoxybenzamide C(C)(=O)C=1C=C(C(=O)N)C=C(C1)OCC